(6-((5-Bromo-2-((2-methoxy-5-(1-methyl-1h-pyrazol-4-yl)-4-(4-(4-methylpiperazine-1-yl)piperidin-1-yl)phenyl)amino)pyrimidin-4-yl)amino)-2,3-dimethylphenyl)dimethylphosphine oxide BrC=1C(=NC(=NC1)NC1=C(C=C(C(=C1)C=1C=NN(C1)C)N1CCC(CC1)N1CCN(CC1)C)OC)NC1=CC=C(C(=C1P(C)(C)=O)C)C